ClC1=CC=C(OC=2C=CC(=NC2)NC(C(C)N2CCNCC2)=O)C=C1 N-[5-(4-chlorophenoxy)pyridin-2-yl]-2-(piperazin-1-yl)propanamide